4-((2R,5S)-5-((4-(1,3,4-oxadiazol-2-yl)phenoxy)methyl)-2-(trifluoromethyl)oxazolidin-3-yl)-2-(trifluoromethyl)benzonitrile O1C(=NN=C1)C1=CC=C(OC[C@@H]2CN([C@H](O2)C(F)(F)F)C2=CC(=C(C#N)C=C2)C(F)(F)F)C=C1